NC1CCN(CC1)C1=C(C(=NC=C1C1=CC(=CC(=C1)C)F)N)C1=NC2=C(N1)C(=CC=C2)F 4-(4-aminopiperidin-1-yl)-3-(7-fluoro-1H-1,3-benzodiazol-2-yl)-5-(3-fluoro-5-methylphenyl)pyridin-2-amine